C(C)C1=C(N=C(C(=C1C(=O)O)N)Br)Cl ethyl-3-amino-2-bromo-6-chloroisonicotinic acid